tert-butyl 4-(((4-(dimethoxyphosphoryl)cyclohexyl)amino)methyl)-4-hydroxypiperidine-1-carboxylate COP(=O)(OC)C1CCC(CC1)NCC1(CCN(CC1)C(=O)OC(C)(C)C)O